FC(CN1N=CC=2C1=NC(=CN2)N2C[C@@H]1CN(CC[C@H]1C2)C2=NC=CC(=C2)C(F)(F)F)F [(3aR,7aR)-2-[1-(2,2-difluoroethyl)-1H-pyrazolo[3,4-b]pyrazin-6-yl]-octahydro-1H-pyrrolo[3,4-c]pyridin-5-yl]-4-(trifluoromethyl)pyridine